O1CCN(CC1)C1=CC=2N(C(=N1)OC1CCC(CC1)NC1=NC=3N(C=C1)N=CC3)C=CN2 N-((1s,4s)-4-((7-morpholinoimidazo[1,2-c]pyrimidin-5-yl)oxy)cyclohexyl)pyrazolo[1,5-a]pyrimidin-5-amine